bis(3,5-dimethylphenyl)phosphine CC=1C=C(C=C(C1)C)PC1=CC(=CC(=C1)C)C